CC1=CC(=NC2=CC=CC=C12)C(=O)NC1=CC(=CC=C1)[C@H](C)SC1=NN=CN1C (S)-4-Methyl-N-(3-(1-((4-methyl-4H-1,2,4-triazol-3-yl)thio)ethyl)phenyl)quinoline-2-carboxamide